(4S)-chroman-4-carboxylic acid O1CC[C@@H](C2=CC=CC=C12)C(=O)O